NC1=CC=C2C(=N1)CC[C@H]2NC(C(C(F)(F)F)NC(=O)[C@@H]2NC[C@H](C2)CC2=CC=C(C=C2)F)=O (2R,4S)-N-(3-(((R)-2-amino-6,7-dihydro-5H-cyclopenta[b]pyridin-5-yl)amino)-1,1,1-trifluoro-3-oxopropan-2-yl)-4-(4-fluorobenzyl)pyrrolidine-2-carboxamide